((3-(4-butoxy-3-(trifluoromethyl)phenyl)-1,2,4-oxadiazol-5-yl)methyl)acrylic acid C(CCC)OC1=C(C=C(C=C1)C1=NOC(=N1)CC(C(=O)O)=C)C(F)(F)F